ClC=1C=C(OC2CCC(CC2)NC(=O)C2=CC=C(N=N2)N2CCC(CC2)CN2CCN(CC2)C=2C(=CC(=C(C(=O)O)C2)C(NC2C(NC(CC2)=O)=O)=O)F)C=CC1C#N 5-(4-((1-(6-(((1r,4r)-4-(3-chloro-4-cyanophenoxy)cyclohexyl)carbamoyl)pyridazin-3-yl)piperidin-4-yl)methyl)piperazin-1-yl)-2-((2,6-dioxopiperidin-3-yl)carbamoyl)-4-fluorobenzoic acid